NC1=C2N=CN(C2=NC(=N1)Cl)[C@H]1C[C@@H]2O[P@@](OC[C@H]2O1)(=O)OCC[C@@H](C(=O)OC(C)C)C Isopropyl (S)-4-(((2S,4aR,6R,7aS)-6-(6-amino-2-chloro-9H-purin-9-yl)-2-oxidotetrahydro-4H-furo[3,2-d][1,3,2]dioxaphosphinin-2-yl)oxy)-2-methylbutanoate